O1C2=C(N(CC1)C1=CC=C(N=N1)C1=C(C=C(C=C1C)C)O)C=NC=C2 2-[6-(2,3-dihydropyrido[4,3-b][1,4]oxazin-4-yl)pyridazin-3-yl]-3,5-dimethyl-phenol